O=C1NC(CCC1N1C(N(C2=C1C=CC(=C2F)N2CCN(CC2)CC2CCC(CC2)OC[C@@H](C)NC(OC(C)(C)C)=O)C)=O)=O Tert-butyl N-[(1R)-2-[4-[[4-[1-(2,6-dioxo-3-piperidyl)-4-fluoro-3-methyl-2-oxo-benzimidazol-5-yl]piperazin-1-yl]methyl]cyclohexoxy]-1-methyl-ethyl]carbamate